lauryl α-cyanoacrylate C(#N)C(C(=O)OCCCCCCCCCCCC)=C